NN1C(=NC=2N(C(N(C2C1=O)CC#C)=O)[C@@H]1O[C@H]([C@@H]([C@H]1O)O)CO)N |&1:17| 1,2-Diamino-9-((2R,3R,4R,SR)-3,4-dihydroxy-5-(hydroxymethyl)tetrahydrofuran-2-yl)-7-(prop-2-yn-1-yl)-7,9-dihydro-1H-purine-6,8-dione